(2,4-dimethoxybenzyl)tetrahydro-2H-pyran-4-carboxamide COC1=C(CC2OCCC(C2)C(=O)N)C=CC(=C1)OC